6-bromo-N-(1-(4-cyanophenyl)ethyl)-1-(4-fluorophenylmethyl)-4-hydroxy-2-oxo-1,2-dihydro-1,8-naphthyridine-3-carboxamide BrC=1C=C2C(=C(C(N(C2=NC1)CC1=CC=C(C=C1)F)=O)C(=O)NC(C)C1=CC=C(C=C1)C#N)O